(5S)-2-[4-(ethylsulfonyl)phenyl]-5-phenyl-2,5,6,7-tetrahydro-3H-pyrrolo[2,1-c][1,2,4]triazol-3-one C(C)S(=O)(=O)C1=CC=C(C=C1)N1N=C2N(C1=O)[C@@H](CC2)C2=CC=CC=C2